[SiH2]1OC=CC=C1 siloxin